F[C@@]12[C@]3(C=CC(C=C3CC[C@H]1[C@@H]1C[C@H]([C@](C(CO)=O)([C@]1(C[C@@H]2O)C)O)O)=O)C 9-Fluoro-11β,16α,17,21-tetrahydroxypregna-1,4-diene-3,20-dione